(S)-4-(tert-butoxy)-2-cyclopropyl-4-oxobutanoic acid C(C)(C)(C)OC(C[C@H](C(=O)O)C1CC1)=O